5-(1-(piperidin-1-yl)ethyl)furan N1(CCCCC1)C(C)C1=CC=CO1